OC1N(CCNC1)C1=CC(=CC=2OCCOC21)C 5-(2-hydroxypiperazin-1-yl)-7-methyl-2,3-dihydro-1,4-benzodioxine